N-(5-chloro-6-(2H-1,2,3-triazol-2-yl)pyridin-3-yl)-1-(o-tolyl)-5-(trifluoromethyl)-1H-pyrazole-4-carboxamide ClC=1C=C(C=NC1N1N=CC=N1)NC(=O)C=1C=NN(C1C(F)(F)F)C1=C(C=CC=C1)C